3-(3-Chloro-4-fluorophenyl)-1-(2-hydroxyethyl)-1-(1-(1-oxo-1,2-dihydroisoquinolin-4-yl)ethyl)urea ClC=1C=C(C=CC1F)NC(N(C(C)C1=CNC(C2=CC=CC=C12)=O)CCO)=O